(R)-1-(2-(3-(tert-butyl)-1H-pyrazol-1-yl)-4-chlorophenyl)-2,2,2-trifluoroethanol C(C)(C)(C)C1=NN(C=C1)C1=C(C=CC(=C1)Cl)[C@H](C(F)(F)F)O